C(C)OC(=O)C1=C(N=C(S1)C1=CC2=C(S1)C(=CC(=C2)CC(C)C)C#N)C 2-(7-Cyano-5-isobutylbenzo[b]thiophen-2-yl)-4-methylthiazole-5-carboxylic acid ethyl ester